B(O[Si](C)(C)C)(O[Si](C)(C)C)O[Si](C)(C)C tris(trimethylsilanyl) borate